((6-ethoxypyridin-3-yl)methyl)-1H-pyrazole-1-carboxamide C(C)OC1=CC=C(C=N1)CC1=NN(C=C1)C(=O)N